N-(azetidin-3-ylmethyl)-4-(2-cyano-7-((5-methoxy-7-methyl-1H-indol-4-yl)methyl)-7-azaspiro[3.5]nonan-6-yl)-N-(oxetan-3-ylmethyl)benzamide N1CC(C1)CN(C(C1=CC=C(C=C1)C1CC2(CC(C2)C#N)CCN1CC1=C2C=CNC2=C(C=C1OC)C)=O)CC1COC1